Cl.COC([C@@H](N)CC1=CC(=C(C(=C1)I)O)I)=O 3,5-diiodo-tyrosine methyl ester hydrochloride